C(#N)C=1C=C(C=CC1)C=1N=C(SC1C1=CC(=NC(=C1)C)C)NC(=O)N1[C@H](CN[C@@H](C1)C)C trans-N-[4-(3-cyanophenyl)-5-(2,6-dimethyl-4-pyridyl)thiazol-2-yl]-2,5-dimethyl-piperazine-1-carboxamide